{2-[9-(5-fluoro-pyridin-2-yl)-6-oxa-spiro[4.5]decan-9-yl]-ethyl}-(2-(difluoromethoxy)-benzyl)-amine FC=1C=CC(=NC1)C1(CCOC2(CCCC2)C1)CCNCC1=C(C=CC=C1)OC(F)F